(3R)-6-[1-(4-acetylpiperazin-1-yl)-2-hydroxypropan-2-yl]-3-(4-chlorophenyl)-2-[(5-chloropyridin-2-yl)methyl]-3-methoxy-2,3-dihydro-1H-isoindol-1-one C(C)(=O)N1CCN(CC1)CC(C)(O)C1=CC=C2[C@](N(C(C2=C1)=O)CC1=NC=C(C=C1)Cl)(OC)C1=CC=C(C=C1)Cl